1-(3-bromo-7,8-dihydro-5H-1,6-naphthyridin-6-yl)prop-2-en-1-one BrC=1C=NC=2CCN(CC2C1)C(C=C)=O